CN1N=CC(=C1)C1=NC=2N=C(N(C(C2N1)=O)CCC)NCC1=CC(=CC=C1)C(F)(F)F 8-(1-Methyl-1H-pyrazol-4-yl)-1-propyl-2-(3-trifluoromethyl-benzylamino)-1,7-dihydro-purin-6-one